dodecyl-N,N-dimethylaminoacetate C(CCCCCCCCCCC)OC(CN(C)C)=O